(1-(2-chloro-5-iodopyridin-4-yl)piperidin-4-yl)-4-methylpiperazine ClC1=NC=C(C(=C1)N1CCC(CC1)N1CCN(CC1)C)I